ClC=1N=CC2=C(C=CC(=C2C1)C(C)C)N1CC(C1)S(=O)C 3-chloro-5-isopropyl-8-(3-(Methyl-sulfinyl)azetidin-1-yl)isoquinoline